O1C=C(C=C1)\C=C/1\C(NC(S1)=S)=O (Z)-5-(furan-3-ylmethylene)-2-thioxothiazolidin-4-one